2-(2-(2,6-Dioxopiperidin-3-yl)-1,3-dioxoisoindolin-4-yloxy)-N-(2-(2-(2-(2-((1E,3E)-4-(6-(methylamino)pyridin-3-yl)buta-1,3-dienyl)benzo[d]thiazol-6-yloxy)ethoxy)ethoxy)ethyl)acetamide O=C1NC(CCC1N1C(C2=CC=CC(=C2C1=O)OCC(=O)NCCOCCOCCOC1=CC2=C(N=C(S2)\C=C\C=C\C=2C=NC(=CC2)NC)C=C1)=O)=O